1-(3-(4'-((S,E)-4-hydroxy-3-(2-((S)-1-hydroxyethyl)-1H-imidazol-1-yl)but-1-en-1-yl)-[1,1'-biphenyl]-4-yl)cyclobutyl)azetidin-3-ol OC[C@H](/C=C/C1=CC=C(C=C1)C1=CC=C(C=C1)C1CC(C1)N1CC(C1)O)N1C(=NC=C1)[C@H](C)O